CCCCCCCCCCCCCC/C=C\C(=O)O Cis-Heptadecenoic acid